C1(=CC(=CC=C1)C=1C(=NC2=CC=CC=C2N1)N1C2=CC=C(C=C2C=2C=C(C=CC12)C1=CC=CC=C1)C1=CC=CC=C1)C1=CC=CC=C1 9-(3-([1,1'-biphenyl]-3-yl)quinoxalin-2-yl)-3,6-diphenyl-9H-carbazole